C(C)(C)N1C(=NN=C1)C1=CC=CC(=N1)N1C=NC2=CC(=C(C=C2C1=O)NS(=O)(=O)CCOC)C (3-(6-(4-isopropyl-4H-1,2,4-triazol-3-yl)pyridin-2-yl)-7-methyl-4-oxo-3,4-dihydro-quinazolin-6-yl)-2-methoxyethylsulfonamide